C(#C)C=1C=C(C=CC1)N1C(C2=CC=C(C=C2C1=O)C(=O)O)=O 2-(3-ethynylphenyl)-1,3-dioxoisoindole-5-carboxylic acid